tert-butyl (R)-2-methyl-3-oxoazetidine-1-carboxylate C[C@H]1N(CC1=O)C(=O)OC(C)(C)C